6-(3-((benzyloxy)methyl)-4-ethyl-5-oxo-4,5-dihydro-1H-1,2,4-triazol-1-yl)-7-fluoro-4-isopropyl-2-(o-tolyl)isoquinolin-1(2H)-one C(C1=CC=CC=C1)OCC1=NN(C(N1CC)=O)C=1C=C2C(=CN(C(C2=CC1F)=O)C1=C(C=CC=C1)C)C(C)C